1,4-bis(thiophen-3-yl)but-1,3-diyne S1C=C(C=C1)C#CC#CC1=CSC=C1